2-(3,5-bis(trifluoromethyl)benzoyl)-3-(3,5-bis(trifluoromethyl)phenyl)-3-oxopropanenitrile FC(C=1C=C(C(=O)C(C#N)C(=O)C2=CC(=CC(=C2)C(F)(F)F)C(F)(F)F)C=C(C1)C(F)(F)F)(F)F